5-(isopropoxymethyl)-4-(4-(methoxymethoxy)phenyl)-1-methyl-1H-1,2,3-triazole C(C)(C)OCC1=C(N=NN1C)C1=CC=C(C=C1)OCOC